C(C)(C)OC=1C(=CC=2C(N1)=NN(C2)C21COC(C2)(C1)COC)C(=O)O 6-isopropoxy-2-(1-(methoxymethyl)-2-oxabicyclo[2.1.1]hex-4-yl)-2H-pyrazolo[3,4-b]pyridine-5-carboxylic acid